2-(2-(1-methylcyclopropyl)acetamido)butanoic acid CC1(CC1)CC(=O)NC(C(=O)O)CC